[C@H]12CN(C[C@H](CC1)N2)C2=NC(=NC1=C(C(=CC=C21)C2=CC(=CC1=CC=CC=C21)O)F)N(C)CC(CO)(C)C 4-(4-((1R,5S)-3,8-diazabicyclo[3.2.1]octan-3-yl)-8-fluoro-2-((3-hydroxy-2,2-dimethylpropyl)(methyl)amino)quinazolin-7-yl)naphthalen-2-ol